(S)-2-((1R,3S)-3-(4-bromo-1H-pyrazol-1-yl)cyclobutyl)-5-phenyl-2,5,6,7-tetrahydro-3H-pyrrolo[2,1-c][1,2,4]triazol-3-one BrC=1C=NN(C1)C1CC(C1)N1N=C2N(C1=O)[C@@H](CC2)C2=CC=CC=C2